FC1=C(C=C(C=C1)F)C1=NOC(=C1)CN1C=C2C(C=C1)=NC(=N2)C=2SC(=CC2)C 3-(2,5-difluorophenyl)-5-((2-(5-methylthiophen-2-yl)-5H-imidazo[4,5-c]pyridin-5-yl)methyl)isoxazole